ClC=1C=C(C=CC1C(NCCN1CC(CC1)O)=O)NC(=O)C=1N(C(=CN1)C1=C(C(=C(C=C1)OC)F)F)C N-[3-chloro-4-[2-(3-hydroxypyrrolidin-1-yl)ethylcarbamoyl]phenyl]-5-(2,3-difluoro-4-methoxyphenyl)-1-methyl-imidazole-2-carboxamide